Cl.CN(CCOC(=O)C=1C(=CC=C2C=C(C=NC12)Cl)Cl)C 3,7-dichloroquinoline-8-carboxylic acid 2-(dimethylamino)ethyl ester hydrochloride